ClC1=C(C=C(C=C1)C(CC#N)(C)O)F 3-(4-chloro-3-fluoro-phenyl)-3-hydroxy-butanenitrile